C(C)C=1C(NC=2C=C(C=NC2C1)CN1CCN(CC1)C=1C=CC(=NC1)C(=O)OC)=O methyl 5-[4-[(7-ethyl-6-oxo-5H-1,5-naphthyridin-3-yl)methyl]piperazin-1-yl]pyridine-2-carboxylate